tert-butyl 4-[[1-[[1-[1-(2,6-dioxo-3-piperidyl)-3-methyl-2-oxo-benzimidazol-5-yl]-4-piperidyl]methyl]-4-piperidyl]methyl]-4-fluoro-piperidine-1-carboxylate O=C1NC(CCC1N1C(N(C2=C1C=CC(=C2)N2CCC(CC2)CN2CCC(CC2)CC2(CCN(CC2)C(=O)OC(C)(C)C)F)C)=O)=O